C(C1=CC=CC=C1)OCC1(C2=NN=C(C3=C(C=C(C(N4CCC[C@H]4CC=CCC1)=N3)C(F)(F)F)NC(OC(C)(C)C)=O)O2)O tert-butyl N-[(12S)-6-[(benzyloxy)methyl]-6-hydroxy-18-(trifluoromethyl)-22-oxa-3,4,16,21-tetraazatetracyclo[15.3.1.12,5.012,16]docosa-1(20),2,4,9,17(21),18-hexaen-20-yl]carbamate